dodecoxyethyl α-D-xylopyranoside O([C@@H]1[C@H](O)[C@@H](O)[C@H](O)CO1)CCOCCCCCCCCCCCC